1,3-cyclohexane-dione C1(CC(CCC1)=O)=O